2,5-di(methyl)furan CC=1OC(=CC1)C